2-(Trifluoromethyl)-5-(3-cyanophenyl)-N-(3-(2-hydroxypropyl)-1,2,4-thiadiazol-5-yl)furan-3-Formamide FC(C=1OC(=CC1C(=O)NC1=NC(=NS1)CC(C)O)C1=CC(=CC=C1)C#N)(F)F